ethyl 2-((3R)-1-(2-ethyl-6-(1-methyl-5-(((tetrahydro-2H-pyran-2-yl)oxy)methyl)-1H-pyrazol-4-yl)pyridin-3-yl)piperidin-3-yl)acetate C(C)C1=NC(=CC=C1N1C[C@H](CCC1)CC(=O)OCC)C=1C=NN(C1COC1OCCCC1)C